OC(C)C1=NC=CN1CCCCCCCCCC 1-hydroxyethyl-3-decylimidazole